C(C)(C)(C)OC(=O)NN1CCC(CC1)CCN1CCN(CC1)C1=CC(=C(C(=O)OC)C=C1)F methyl 4-(4-(2-(1-((tert-butoxycarbonyl)amino)piperidin-4-yl)ethyl)piperazin-1-yl)-2-fluorobenzoate